5,6-dichloro-3-((6-nitro-1H-indol-3-yl)methyl)-1H-indole ClC=1C=C2C(=CNC2=CC1Cl)CC1=CNC2=CC(=CC=C12)[N+](=O)[O-]